BrC1=C(C(=C2C(NC(N(C2=C1)C=1C(=NC=CC1C)C(C)C)=O)=O)F)Cl 7-bromo-6-chloro-5-fluoro-1-(2-isopropyl-4-methylpyridin-3-yl)quinazoline-2,4(1h,3h)-dione